[6-(m-cyanophenyl)-4-(1-{[6-(tert-butyl)-2-pyridinyl]methyl}-1H-1,2,3-triazol-4-yl)-2-pyrimidinylamino]acetic acid C(#N)C=1C=C(C=CC1)C1=CC(=NC(=N1)NCC(=O)O)C=1N=NN(C1)CC1=NC(=CC=C1)C(C)(C)C